(3-(8-(tert-butoxycarbonyl)-2-oxo-1-oxa-3,8-diazaspiro[4.5]decan-3-yl)bicyclo[1.1.1]pentan-1-yl)methanesulfonic acid C(C)(C)(C)OC(=O)N1CCC2(CN(C(O2)=O)C23CC(C2)(C3)CS(=O)(=O)O)CC1